COC(=O)C1CCC(CC1)NC(C1=CC(=C(C=C1)NC(=O)NC12C[C@]3(C[C@](CC(C1)C3)(C2)C)C)F)=O (1r,4r)-4-(4-(3-((1r,3r,5S,7r)-3,5-dimethyladamantan-1-yl)ureido)-3-fluorobenzamido)cyclohexane-1-carboxylic acid methyl ester